FC=1C=NC(=NC1)C=1C=C(C=CC1C)NC(=O)[C@@H]1N([C@@H]2C[C@@H]2C1)C=1N=NC=CN1 (1R,3R,5R)-N-(3-(5-fluoropyrimidin-2-yl)-4-methylphenyl)-2-(1,2,4-triazin-3-yl)-2-azabicyclo[3.1.0]hexane-3-carboxamide